3-(8-cyclopentyl-7-oxo-2-(4-(phenethylamino)piperidin-1-yl)-7,8-dihydropyrido[2,3-d]pyrimidin-5-yl)benzaldehyde C1(CCCC1)N1C(C=C(C2=C1N=C(N=C2)N2CCC(CC2)NCCC2=CC=CC=C2)C=2C=C(C=O)C=CC2)=O